CC=1C=C(CN2CC3(C4=CC=CC=C4C=4C=C(C=CC34)OCOC)C2)C=CC1C 1-(3,4-dimethylbenzyl)-3'-(methoxymethoxy)spiro[azetidine-3,9'-fluorene]